CN1C2=C(C=3C=CC=CC13)CN(CC2)CCCCOC2=CC=C1CCC(NC1=C2)=O 7-(4-(5-methyl-1,3,4,5-tetrahydro-2H-pyrido[4,3-b]indol-2-yl)butoxy)-3,4-dihydroquinolin-2(1H)-one